2-[(4-{6-[(4-chloro-2-fluorobenzyl)oxy]pyridin-2-yl}piperidin-1-yl)methyl]-1-[(1R,2R)-2-methoxycyclopentyl]-1H-benzimidazole-6-carboxylic acid ClC1=CC(=C(COC2=CC=CC(=N2)C2CCN(CC2)CC2=NC3=C(N2[C@H]2[C@@H](CCC2)OC)C=C(C=C3)C(=O)O)C=C1)F